C(#C)[SiH3] ethynyl-silane